FC=1C=C(C=C(C1)F)[C@@H]1CC=NN1C(=O)N1CCN(CC1)C1=CN=CC(=N1)C(=O)N (S)-6-(4-(5-(3,5-difluorophenyl)-4,5-dihydro-1H-pyrazole-1-carbonyl)piperazin-1-yl)pyrazine-2-carboxamide